(2R,3S)-3-(methoxy-d3)-2-methylazetidin C(O[C@@H]1[C@H](NC1)C)([2H])([2H])[2H]